[3-(triethoxysilyl)propyl]carbamic acid 2-propynylester C(C#C)OC(NCCC[Si](OCC)(OCC)OCC)=O